4-[[4-[[(1S)-2-hydroxy-1-phenyl-ethyl]amino]-5-(5-methyloxazol-2-yl)pyrimidin-2-yl]amino]-N,N-dimethyl-benzamide OC[C@H](C1=CC=CC=C1)NC1=NC(=NC=C1C=1OC(=CN1)C)NC1=CC=C(C(=O)N(C)C)C=C1